3-ethylsulfanyl-pyridine-2-carboxylic acid C(C)SC=1C(=NC=CC1)C(=O)O